CC1=C(C(=CC(=C1)C1=C(C(=O)[O-])C=CC(=C1C)OCC1CO1)C)C1=C(C(=O)[O-])C=CC(=C1C)OCC1CO1 2,6-dimethyl-1,4-phenylene-bis{4-(2,3-epoxypropoxy)-3-methylbenzoate}